bis[3,5'-di-tert-butyl-4-hydroxy-4-hydroxyphenyl]butanoic acid C(C)(C)(C)C1C=C(C=C(C1(O)O)C(C)(C)C)C(C(=O)O)(CC)C1=CC(C(C(=C1)C(C)(C)C)(O)O)C(C)(C)C